3-chloro-1-methyl-N-(2-methyl-1-(pyridin-2-yloxy)propan-2-yl)-1H-pyrrolo[2,3-b]pyridine-5-carboxamide ClC1=CN(C2=NC=C(C=C21)C(=O)NC(COC2=NC=CC=C2)(C)C)C